C(C)(=O)OCCOCCOCCCC diethylene glycol n-butyl ether Acetate